C1C2C=CC1C=C2 dicycloheptadiene